N1=CC(=CC=C1)CNC(=O)[C@@H]1CN(CC[C@H]1NC(=O)C1=NOC(=C1)C1=C(C=C(C=C1)F)F)C1CCCCC1 |o1:10,15| (3R*,4R*)-1-Cyclohexyl-4-{[5-(2,4-difluoro-phenyl)-isoxazole-3-carbonyl]-amino}-piperidine-3-carboxylic acid (pyridin-3-ylmethyl)-amide